5'-bromo-3',4'-dihydrospiro[cyclopentane-1,2'-naphthalen]-1'-one BrC1=C2CCC3(C(C2=CC=C1)=O)CCCC3